C1=CC=CC=CC=CC=C1 [10]annulene